C(\C=C\C=C\C)(=O)OCCC sorbic acid, propyl ester